1-benzyl 3-methyl 3-(1-methyl-1H-1,2,3-triazol-4-yl)piperidine-1,3-dicarboxylate CN1N=NC(=C1)C1(CN(CCC1)C(=O)OCC1=CC=CC=C1)C(=O)OC